B(C1=CC=CC=C1CN(C)C)(O)O 2-(N,N-DIMETHYLAMINOMETHYL)PHENYLBORONIC ACID